C[C@@H]1N(CC1)C=1C=2N(C=C(N1)C=1C=NN(C1)CC(=O)N1CCN(CC1)C(=O)OC(C)(C)C)C=CN2 tert-butyl (S)-4-(2-(4-(8-(2-methylazetidin-1-yl)imidazo[1,2-a]pyrazin-6-yl)-1H-pyrazol-1-yl)acetyl)piperazine-1-carboxylate